(3,5-dimethylphenyl)isobutylphosphine chloride [Cl-].CC=1C=C(C=C(C1)C)PCC(C)C